(E)-1-(4-Hydroxyphenyl)-3-[4-methoxy-3-[[3-(trifluoromethyl)phenoxy]methyl]phenyl]prop-2-en-1-one OC1=CC=C(C=C1)C(\C=C\C1=CC(=C(C=C1)OC)COC1=CC(=CC=C1)C(F)(F)F)=O